FC1=CC=C(C=C1)C1N(CCCC1)C(=O)C1=C(OC=2N=CN=C(C21)NC2(CC2)C)C 5-[2-(4-fluorophenyl)piperidine-1-carbonyl]-6-methyl-N-(1-methylcyclopropyl)furo[2,3-d]pyrimidin-4-amine